CC=1C=C(C=NNC2=C3N=CN(C3=NC(=N2)N2CCOCC2)C2CN(C2)S(=O)(=O)C)C=CC1 4-(6-(2-(3-methylbenzylidene)hydrazinyl)-9-(1-(methylsulfonyl)azetidin-3-yl)-9H-purin-2-yl)morpholine